7-((3-methyl-3-azabicyclo[3.1.0]hexane-1-yl)ethynyl)-6-nitro-N-(4-phenoxyphenyl)quinazolin-4-amine CN1CC2(CC2C1)C#CC1=C(C=C2C(=NC=NC2=C1)NC1=CC=C(C=C1)OC1=CC=CC=C1)[N+](=O)[O-]